CC1(C(C(C=C(C1CC(=O)N)N1CCCCC1)(C)C)CC(=O)N)C 2,2,6,6-tetramethyl-4-piperidinyl-1,3-benzenedicarboxyamide